C(C1=CC=CC=C1)N1CC(CC1)NC(COC=1C=CC=C2C(=NN(C12)C)C1C(NC(CC1)=O)=O)=O N-(1-benzylpyrrolidin-3-yl)-2-((3-(2,6-dioxopiperidin-3-yl)-1-methyl-1H-indazol-7-yl)oxy)acetamide